[N+](=O)([O-])C=1C=C(C=CC1NC(C)(C)C1CCOCC1)S(=O)(=O)NC(C1=CC=CC=C1)=O N-((3-nitro-4-((2-(tetrahydro-2H-pyran-4-yl)propan-2-yl)amino)phenyl)sulfonyl)benzamide